C(#N)C=1C=C(C=C2C(CC3(CC3)OC12)NS(=O)(=O)C(C)(C)C)F N-(8-cyano-6-fluoro-spiro[chromane-2,1'-cyclopropane]-4-yl)-2-methylpropane-2-sulfonamide